5-(3,5-Dimethoxy-4-isopropylphenyl)-3-phenyl-1,2,4-oxadiazole COC=1C=C(C=C(C1C(C)C)OC)C1=NC(=NO1)C1=CC=CC=C1